ClC1=C(C(=O)NC=2N(N=C(C2)C(=O)N2CCN(CC2)C(CCCCCCCCCCC(=O)N2CCN(CC2)C2=CC=C(C=C2)NC2C(NC(CC2)=O)=O)=O)C2=CC=CC=C2)C=C(C(=C1)Cl)C1=NC=CC=C1 2,4-dichloro-N-[5-[4-[12-[4-[4-[(2,6-dioxo-3-piperidyl)amino]phenyl]piperazin-1-yl]-12-oxo-dodecanoyl]piperazine-1-carbonyl]-2-phenyl-pyrazol-3-yl]-5-(2-pyridyl)benzamide